COC1=CC=C(C=C1)CNC(=O)NC1=CC=C(C=C1)CC(N1CCN(CC1)CC=1C=NNC1)=O N-[(4-methoxyphenyl)methyl][(4-{2-oxo-2-[4-(pyrazol-4-ylmethyl)piperazinyl]ethyl}phenyl)amino]carboxamide